[Mn].[Ni].[Fe].[Na] sodium-iron-nickel-manganese